dimethyl 2,5-dioxahexanedioate C(OCCOC(=O)OC)(=O)OC